CN([C@@H](C(=O)N)C)C1=CC=C2C(=CC(OC2=C1)=O)C1=C(C=CC=C1)C |r| racemic-2-(methyl(2-oxo-4-(o-tolyl)-2H-chromen-7-yl)amino)propanamide